(6-chloro-5-methoxy-2-methylpyrimidin-4-yl)-1λ6-thiomorpholine-1,1-dione ClC1=C(C(=NC(=N1)C)N1CCS(CC1)(=O)=O)OC